(+-)-trans-N-[8-chloro-7-methyl-6-(4-methyl-3-pyridinyl)-3-isoquinolinyl]-2-cyano-cyclopropanecarboxamide ClC=1C(=C(C=C2C=C(N=CC12)NC(=O)[C@H]1[C@@H](C1)C#N)C=1C=NC=CC1C)C |r|